FC1=CC=C(CNC2=CC=C(N=N2)C2=CC3=C(NC(N3)=O)C=C2)C=C1 5-(6-((4-Fluorobenzyl)amino)pyridazin-3-yl)-1H-benzo[d]imidazol-2(3H)-one